Methyl 3-(3-(4-(3-acetylphenoxy)phenoxy) azetidin-1-yl)-2-(1H-pyrrol-1-yl)benzoate C(C)(=O)C=1C=C(OC2=CC=C(OC3CN(C3)C=3C(=C(C(=O)OC)C=CC3)N3C=CC=C3)C=C2)C=CC1